NCCOCCOCCOCCOCCO 14-amino-3,6,9,12-tetraoxatetradecan-1-ol